3-[(3-Cyclopropyl-2-fluorophenyl)thio]-N-[2-(2,4-dimethylphenyl)-2,2-difluoroethyl]quinoline-4-carboxamide C1(CC1)C=1C(=C(C=CC1)SC=1C=NC2=CC=CC=C2C1C(=O)NCC(F)(F)C1=C(C=C(C=C1)C)C)F